3-((4-(methylsulfonyl)phenoxy)methyl)piperidin-4-ol CS(=O)(=O)C1=CC=C(OCC2CNCCC2O)C=C1